CC1=C(C=CC=C1)CC(=O)O 2-methyl-benzene-acetic acid